TMS(Tetramethylsilan) [Si](C)(C)(C)C[Si](C)(C)C